5-amino-3-(methylseleno)pyridinecarbonitrile NC=1C=C(C(=NC1)C#N)[Se]C